CC1=C(C=CC=C1)[C@H]1[C@@H](C[C@H]1C1=NC=CC=C1)C(=O)C1=CC=CC=C1 ((1R,2R,3R)-2-(2-methylphenyl)-3-(pyridin-2-yl)cyclobutyl)(phenyl)methanone